COC1=CC=C(C(=O)NCC=2C=C3CCCN(C3=CC2)C(CC(C)C)=O)C=C1 4-methoxy-N-{[1-(3-methylbutanoyl)-1,2,3,4-tetrahydroquinolin-6-yl]methyl}benzamide